[Si](C)(C)(C(C)(C)C)OCCN1N=C2C(=N1)CCC(C2)C(=O)OC methyl 2-(2-((tert-butyldimethylsilyl)oxy)ethyl)-4,5,6,7-tetrahydro-2H-benzo[d][1,2,3]triazole-5-carboxylate